C(CCCCCCCCCCCCCCCCC)(=O)OCCCCCCCC\C=C\CCCCCCCC elaidyl stearate